(4-((7,9-difluoro-4-methyl-5H-pyrido[3,2-b]indol-5-yl)methyl)benzyl)phosphonic acid FC=1C=C(C=2C3=C(N(C2C1)CC1=CC=C(CP(O)(O)=O)C=C1)C(=CC=N3)C)F